C(CCCCCCCCCCCCCCCCCCCCCCCCCCCC)[K] nonacosyl-potassium